C(C=C)N1[C@@H](CC1)CN1C2=C(OCC3(CCOC4=CC(=CC=C34)Cl)C1)C=CC(=C2)C(=O)OC Methyl 5-(((S)-1-allylazetidin-2-yl) methyl)-7'-chloro-4,5-dihydro-2H-spiro[benzo[b][1,4]oxazepine-3,4'-chroman]-7-carboxylate